NC1CCC2=CC=CC=C12 3-amino-2,3-dihydro-1H-inden